Cl.N[C@@H](CCCCN)C(=O)O lysine monoHCl